Cl.FC(C1=C(C=C(C=C1)C=1CCCC2=C(C1C1=CC=C(C=C1)CC1CN(C1)CCCF)C=CC(=C2)C(=O)O)C)F 8-(4-(difluoromethyl)-3-methylphenyl)-9-(4-((1-(3-fluoropropyl)azetidin-3-yl)methyl)phenyl)-6,7-dihydro-5H-benzo[7]annulene-3-carboxylic acid, hydrochloride